ClC=1C=C(C(=O)NC2=C(C=NN2C)C(=O)NCC2=C(C=CC=C2)C(F)(F)F)C=C(C1O)Cl 5-(3,5-dichloro-4-hydroxybenzoylamino)-1-methyl-N-(2-(trifluoromethyl)benzyl)-1H-pyrazole-4-carboxamide